N1-(2-(dimethylamino)ethyl)-5-methoxy-N1-methyl-N4-(4-(1-methyl-1H-indol-3-yl)pyrimidin-2-yl)-2-nitrobenzene-1,4-diamine CN1C=C(C2=CC=CC=C21)C3=NC(=NC=C3)NC4=CC(=C(C=C4OC)N(C)CCN(C)C)[N+](=O)[O-]